3-(5-(4-amino-1-(((1r,4r)-4-methoxycyclohexyl)methyl)piperidin-4-yl)-1-oxoisoindolin-2-yl)piperidine-2,6-dione NC1(CCN(CC1)CC1CCC(CC1)OC)C=1C=C2CN(C(C2=CC1)=O)C1C(NC(CC1)=O)=O